ClC=1C=C(C=CC1F)[C@@H]1CN2[C@H](CO1)CN(CC2)C(=O)C=2C(=C(C=CC2)C2=CNC(O2)=O)Cl 5-[3-[(3R,9aS)-3-(3-Chloro-4-fluorophenyl)-3,4,6,7,9,9a-hexahydro-1H-pyrazino[2,1-c][1,4]oxazin-8-carbonyl]-2-chlorophenyl]-3H-oxazol-2-on